NC1=NC(=C(C=N1)C#N)NC(C)C1=C(NC2=C(C=CC=C2C1=O)Cl)C1=CC=CC=C1 amino-5-cyano-6-((1-(8-chloro-4-oxo-2-phenyl-1,4-dihydroquinolin-3-yl)ethyl)amino)pyrimidine